CC1=NNC(=C1C1=CC=CC(=N1)C=O)C 6-(3,5-Dimethylpyrazolyl)-pyridine-2-formaldehyde